C(C)OC1=CC(=C(C=C1OC(C)C)N1CCN(CC1)CC=1N=NC=CC1)C=1N=NNN1 3-[[4-[4-ethoxy-5-isopropoxy-2-(2H-tetrazol-5-yl)phenyl]piperazin-1-yl]-methyl]pyridazine